lignoceryl myristate C(CCCCCCCCCCCCC)(=O)OCCCCCCCCCCCCCCCCCCCCCCCC